2,5-bis(trifluoromethyl)-3H-imidazo[4,5-b]pyridine FC(C1=NC=2C(=NC(=CC2)C(F)(F)F)N1)(F)F